C(#N)C1=CC(=C(OC=2N=NC(=C(C2C(=O)NC2=CC(=CC=C2)[S@](=O)(C)=N)C)C(F)(F)F)C=C1)C 3-(4-cyano-2-methylphenoxy)-N-{3-[(R)-imino(methyl)oxo-λ6-sulfanyl]phenyl}-5-methyl-6-(trifluoromethyl)pyridazine-4-carboxamide